(4S)-4-(trifluoromethyl)-1,2,3-oxathiazolidine-3-carboxylic acid tert-butyl ester 2-oxide C(C)(C)(C)OC(=O)N1S(OC[C@H]1C(F)(F)F)=O